2-(morpholin-4-yl)-[1,7]naphthyridine N1(CCOCC1)C1=NC2=CN=CC=C2C=C1